BrC=1C=C(C(=CC1)NC[C@H]1OCC1)N (S)-4-bromo-N1-(oxetan-2-ylmethyl)benzene-1,2-diamine